((1R,4R,7R)-7-amino-2-azabicyclo[2.2.1]heptan-2-yl)(7-fluoro-2-((R)-3-isopropyl-2,3-dihydro-1H-pyrrolo[1,2,3-de]quinoxalin-5-yl)-1-methyl-1H-benzo[d]imidazol-5-yl)methanone N[C@H]1[C@@H]2N(C[C@H]1CC2)C(=O)C2=CC1=C(N(C(=N1)C1=CC=3C=4N1[C@@H](CNC4C=CC3)C(C)C)C)C(=C2)F